FC(CN([C@H]1CN(CC1)C(=O)OC(C)(C)C)C)(CC=C)F tert-butyl (R)-3-((2,2-difluoropent-4-en-1-yl)(methyl)amino)pyrrolidine-1-carboxylate